(2S,3S)-3-amino-3-(4-chlorophenyl)-2-methylpropanoic acid prop-2-en-1-yl ester HCl Cl.C(C=C)OC([C@H]([C@@H](C1=CC=C(C=C1)Cl)N)C)=O